ClC1=CC=C(C(=N1)C1CCNCC1)NC(C)C1=NN(C=2N(C(C=3C=C(C=CC3C21)C)=O)C)CCO [1-[[6-chloro-2-(4-piperidinyl)-3-pyridinyl]amino]ethyl]-3-(2-hydroxyethyl)-4,7-dimethyl-pyrazolo[3,4-c]isoquinolin-5-one